NC1=NC=2C=CC(=CC2C2=C1C=NN2C)C(=O)OC Methyl 4-amino-1-methyl-1H-pyrazolo[4,3-C]quinoline-8-carboxylate